1H-indazole-3-carboxamide hydrochloride Cl.N1N=C(C2=CC=CC=C12)C(=O)N